FCCCCCCCC(C(=O)OCCCCCCCBr)CCCCCCCC 7-bromoheptyl 2-(7-fluoroheptyl)decanoate